C[N+](CCCCCCCC)(CCCS(=O)(=O)O)C N,N-dimethyl-N-(3-sulfopropyl)-1-octanaminium